(1S)-6-chloro-1-(cyclopent-2-en-1-ylmethyl)-2,3,4,9-tetrahydro-1H-pyrido[3,4-b]indole ClC=1C=C2C3=C(NC2=CC1)[C@@H](NCC3)CC3C=CCC3